FC1([C@@H](C1)C(=O)N1C[C@@H](N(C[C@H]1CC)C(=O)OC(C)(C)C)C)F tert-Butyl (2S,5R)-4-((S)-2,2-difluorocyclopropane-1-carbonyl)-5-ethyl-2-methylpiperazine-1-carboxylate